2-(3-((3'-(5-(2-hydroxyethyl)-4,5,6,7-tetrahydrothiazolo[5,4-c]pyridin-2-yl)-2,2'-dimethyl-[1,1'-biphenyl]-3-yl)oxy)propyl)-2,7-diazaspiro[4.5]decane-7-carboxylic acid tert-butyl ester C(C)(C)(C)OC(=O)N1CC2(CCN(C2)CCCOC=2C(=C(C=CC2)C2=C(C(=CC=C2)C=2SC=3CN(CCC3N2)CCO)C)C)CCC1